6-(6-Chloroimidazo[1,2-b]pyridazin-3-yl)benzo[b]thiophene-2-carbonitrile ClC=1C=CC=2N(N1)C(=CN2)C=2C=CC1=C(SC(=C1)C#N)C2